ClC=1C(=C(C=CC1)C1=NNC2=NC(=CN=C21)N2CCC1(CCC[C@H]1N)CC2)F (R)-8-(3-(3-chloro-2-fluorophenyl)-1H-pyrazolo[3,4-b]-pyrazin-6-yl)-8-aza-spiro[4.5]decan-1-amine